BrC=1C(=C(C=NNC(CNC2=CC3=CC=CC=C3C=C2)=O)C=C(C1O)Br)O (Naphthalen-2-ylamino)-acetic acid (3,5-dibromo-2,4-dihydroxy-benzylidene)-hydrazide